diisocyanato(toluene) N(=C=O)C(C1=CC=CC=C1)N=C=O